N1=C(C=CC=C1)CN=[N+]=[N-] Picolyl Azid